ClC1=CC=C(C(=N1)C(=O)NS(=O)(=O)C)N[C@H](C)C=1C=C(C=C2C(N(C(=NC12)C=1C=NC(=C(C1)Cl)C1=NN(C=C1)C)C)=O)C (R)-6-chloro-3-((1-(2-(5-chloro-6-(1-methyl-1H-pyrazol-3-yl)pyridin-3-yl)-3,6-dimethyl-4-oxo-3,4-dihydroquinazolin-8-yl)ethyl)amino)-N-(methylsulfonyl)picolinamide